Boc-L-β-homoalanine C(=O)(OC(C)(C)C)N[C@@H](C)CC(=O)O